FC12CC(C1)(C2)NC(=O)NCC2=CC(=NC=C2)OCC(F)(F)F 1-(3-fluoro-1-bicyclo[1.1.1]pentanyl)-3-[[2-(2,2,2-trifluoroethoxy)pyridin-4-yl]methyl]urea